C(C)OC(=O)C1=C(C2=C(S1)C=CC=C2Cl)CBr.FC(C2=CC=C(CC=1C(=NC=CN1)N1CCN(CC1)C(C=C)=O)C=C2)(F)F 1-(4-(3-(4-(trifluoromethyl)benzyl)pyrazin-2-yl)piperazin-1-yl)prop-2-en-1-one ethyl-3-(bromomethyl)-4-chlorobenzo[b]thiophene-2-carboxylate